O[C@H](C[C@H](C(=O)N)CC1=CC=CC=C1)C 4(S)-Hydroxy-2(R)-Phenylmethyl-Pentanamide